S-(2-((tert-butoxycarbonyl) amino) ethyl-1,1-d2) thioacetate C(C)(=O)SC(CNC(=O)OC(C)(C)C)([2H])[2H]